C(C1=CC=CC=C1)N(C(O)=O)C[C@@]1([C@@H]2CCNC[C@H]12)C=1SC=C(N1)C.N1=C(C=CC2=CC=CC=C12)N[C@@H](C)C(=O)O Quinolyl-Alanine benzyl-(((1S,6R,7S)-7-(4-methylthiazol-2-yl)-3-azabicyclo[4.1.0]heptan-7-yl)methyl)carbamate